ClC=1C=CC(=C(C1)C1=CC(=C(C=N1)O)NC1=CC(=NC=C1)[N+](=O)[O-])F 6-(5-chloro-2-fluorophenyl)-4-[(2-nitropyridin-4-yl)amino]pyridin-3-ol